COC1=C(C=2C=CN=C(C2C=C1)NC1=CC=C(C=C1)OC(F)(F)F)N(C)C 6-methoxy-N5,N5-dimethyl-N1-(4-(trifluoromethoxy)phenyl)isoquinoline-1,5-diamine